CNC(=O)C=1NC=C(C1)NC1=NC2=CC(=CC=C2C=N1)N1C(CCC1)=O N-methyl-4-((7-(2-oxopyrrolidin-1-yl)quinazolin-2-yl)amino)-1H-pyrrole-2-carboxamide